3-(1-ethynylcyclopropyl)-5-pentyl-isoxazole C(#C)C1(CC1)C1=NOC(=C1)CCCCC